4-hydroxyquinoline-2(1H)-one OC1=CC(NC2=CC=CC=C12)=O